4-t-butyl-N,N-dimethylaniline C(C)(C)(C)C1=CC=C(N(C)C)C=C1